2-(4-chlorophenyl)oxybenzoic acid ClC1=CC=C(C=C1)OC1=C(C(=O)O)C=CC=C1